3-(1-oxo-4-((2,3,5-trifluoro-4-(piperidin-1-ylmethyl)benzyl)thio)isoindolin-2-yl)piperidine-2,6-dione O=C1N(CC2=C(C=CC=C12)SCC1=C(C(=C(C(=C1)F)CN1CCCCC1)F)F)C1C(NC(CC1)=O)=O